N(=C=O)CCC[Si](C)(OCC)OCC (3-isocyanatopropyl)diethoxy(methyl)silane